OC[C@H](C1=CC=CC=C1)NC1=NC(=NC=C1C1=NC2(CO1)CCOCC2)NC2=CC1=C(B(OC1(C)C)O)C=C2 (S)-5-((4-((2-hydroxy-1-phenylethyl)amino)-5-(3,8-dioxa-1-azaspiro[4.5]dec-1-en-2-yl)pyrimidin-2-yl)amino)-3,3-dimethylbenzo[c][1,2]oxaborol-1(3H)-ol